3,5-di-t-butyl-4-hydroxybenzoic acid C(C)(C)(C)C=1C=C(C(=O)O)C=C(C1O)C(C)(C)C